N-(3-(3,5-dichlorophenyl)-1-(2-hydroxy-2-methylpropyl)-1H-pyrazol-4-yl)pyrazolo[1,5-a]pyrimidine-3-carboxamide ClC=1C=C(C=C(C1)Cl)C1=NN(C=C1NC(=O)C=1C=NN2C1N=CC=C2)CC(C)(C)O